O=C1NC(CC[C@@H]1NC1=CC(=C(C=C1)N1CCC(CC1)(O)CC(=O)O)F)=O 2-[1-[4-[[(3S)-2,6-dioxo-3-piperidyl]amino]-2-fluoro-phenyl]-4-hydroxy-4-piperidyl]acetic acid